methyl (3R)-1-[(4R)-2-[[2-chloro-3-(4,4,5,5-tetramethyl-1,3,2-dioxaborolan-2-yl)phenyl]carbamoyl]-4,5,6,7-tetrahydropyrazolo[1,5-a]pyridin-4-yl]pyrrolidine-3-carboxylate ClC1=C(C=CC=C1B1OC(C(O1)(C)C)(C)C)NC(=O)C1=NN2C([C@@H](CCC2)N2C[C@@H](CC2)C(=O)OC)=C1